monoammonium borate B([O-])(O)O.[NH4+]